CC(CO)=CCCC(=CC)C 2,6-dimethyl-2,6-octadien-1-ol